O=C1N(CCC(N1)=O)C=1C=C(C(=NC1)N1CCN(CC1)CC1=CC=C(N=N1)C(=O)OC(C)(C)C)C(F)(F)F tert-butyl 6-((4-(5-(2,4-dioxotetrahydropyrimidin-1(2H)-yl)-3-(trifluoromethyl)pyridin-2-yl)piperazin-1-yl)methyl)pyridazine-3-carboxylate